3-(3-chlorophenyl)-5,6,7,8-tetrahydropyrido[1,2-a]purin-10(3H)-one ClC=1C=C(C=CC1)N1C=2N=C3N(C(C2N=C1)=O)CCCC3